C(C)(=O)C1=C(C2=C(N=C(N=C2)NC2=NC=C(C=C2)C2CCN(CC2)CC2CCC(CC2)CO[Si](C)(C)C(C)(C)C)N(C1=O)C1CCCC1)C 6-acetyl-2-((5-(1-(((1s,4s)-4-(((tert-butyldimethylsilyl)oxy)methyl)cyclohexyl)methyl)piperidin-4-yl)pyridin-2-yl)amino)-8-cyclopentyl-5-methylpyrido[2,3-d]pyrimidin-7(8H)-one